CN1CC(C1)(C)C(O)(C1=CC=C(C=C1)OC(F)(F)F)C1=CC(=CC=C1)C=1OC(=NN1)C (1,3-Dimethyl-azetidin-3-yl)-[3-(5-methyl-[1,3,4]oxadiazol-2-yl)-phenyl]-(4-trifluoromethoxy-phenyl)-methanol